FC1=C(C=CC(=C1)[N+](=O)[O-])C(C)=O 1-(2-fluoro-4-nitro-phenyl)ethanone